2-{4-[9,10-bis(2-naphthyl)-2-anthracenyl]phenyl}-1-phenyl-1H-benzimidazole C1=C(C=CC2=CC=CC=C12)C=1C2=CC=CC=C2C(=C2C=CC(=CC12)C1=CC=C(C=C1)C1=NC2=C(N1C1=CC=CC=C1)C=CC=C2)C2=CC1=CC=CC=C1C=C2